C(#N)C1=C(C(=C(C(=C1F)F)S(=O)(=O)NC1=C(C=C(C(=O)NC2=CC(=CC=C2)C2=CC3=C(N(C=N3)C)C=C2C(F)(F)F)C=C1)NCCN(C)C)F)F 4-((4-cyano-2,3,5,6-tetrafluorophenyl)sulfonamido)-3-((2-(dimethylamino)ethyl)amino)-N-(3-(1-methyl-6-(trifluoromethyl)-1H-benzo[d]imidazol-5-yl)phenyl)benzamide